5-(furan-2-yl)-2-hydroxy-3-nitrobenzaldehyde O1C(=CC=C1)C=1C=C(C(=C(C=O)C1)O)[N+](=O)[O-]